SC=1N(C=2N(C(N(C(C2N1)=O)C)=O)C)C 8-mercapto-1,3,9-trimethyl-3,9-dihydro-1H-purine-2,6-dione